methyl-tert.butyl ether COC(C)(C)C